C1(CC1)C1=C(C=CC=C1)N1CC2(CC1)CCC(C1=CC=CC=C12)O (2-cyclopropylphenyl)-3,4-dihydro-2H-spiro[naphthalene-1,3'-pyrrolidin]-4-ol